OC(C)(C)C1=NC=CC=C1C=1C=NC(=CC1)C(F)(F)F (2-hydroxypropan-2-yl)-6'-(trifluoromethyl)-[3,3'-bipyridine]